C(C)(C)N1C(=NC=2C=NC(=CC21)C2=CNC1=NC=CC(=C12)C=1C=NN(C1)C)C 1-isopropyl-2-methyl-6-(4-(1-methyl-1H-pyrazol-4-yl)-1H-pyrrolo[2,3-b]pyridin-3-yl)-1H-imidazo[4,5-c]pyridine